6-(4-methylpiperazine-1-yl)pyridine-3-boronic acid pinacol ester CN1CCN(CC1)C1=CC=C(C=N1)B1OC(C)(C)C(C)(C)O1